FC1(C[C@](OC1)(C)[C@H](C1=NC=CC=C1C)NC1=C(C(C1=O)=O)NC1=C(C(=NC=C1)C(=O)N(C)C)O)F 4-((2-(((S)-((R)-4,4-difluoro-2-methyltetrahydrofuran-2-yl)(3-methylpyridin-2-yl)methyl)amino)-3,4-dioxocyclobut-1-en-1-yl)amino)-3-hydroxy-N,N-dimethylpicolinamide